ClC(C1(N=C2N(C=C(N=C2C)C)C1)O)Cl 2-(dichloromethyl)-6,8-dimethyl-2,3-dihydroimidazo[1,2-a]pyrazin-2-ol